6-hydroxy-N-(4-isopropylphenyl)-2,3-dimethoxy-phenanthrene-9-carboxamide OC=1C=C2C=3C=C(C(=CC3C=C(C2=CC1)C(=O)NC1=CC=C(C=C1)C(C)C)OC)OC